N,N'-{(2-acrylamido-2-[(3-acrylamidopropoxy)methyl]propane-1,3-diyl)bis(propane-1,3-diyl)}diacrylamide diazenyl-3-hydroxynaphthalene-2-carboxylate calcium salt [Ca+2].N(=N)C1=C(C(=CC2=CC=CC=C12)O)C(=O)[O-].C(C=C)(=O)NC(CCCCNC(C=C)=O)(CCCCNC(C=C)=O)COCCCNC(C=C)=O.N(=N)C1=C(C(=CC2=CC=CC=C12)O)C(=O)[O-]